5-(3-(3-((tert-butyldiphenylsilyl)oxy)-2,2-dimethylpropyl)-2-(2-(1-methoxyethyl)pyridin-3-yl)-1-(2,2,2-trifluoroethyl)-1H-indol-5-yl)-1,2,4-thiadiazol-3-ol [Si](C1=CC=CC=C1)(C1=CC=CC=C1)(C(C)(C)C)OCC(CC1=C(N(C2=CC=C(C=C12)C1=NC(=NS1)O)CC(F)(F)F)C=1C(=NC=CC1)C(C)OC)(C)C